CN1N=CC(=C1C1=CC=C(N=N1)NCCC1CCC2CN(CC21)C(=O)OC(C)(C)C)C tert-Butyl 4-[2-[[6-(2,4-dimethylpyrazol-3-yl)pyridazin-3-yl]amino]ethyl]-3,3a,4,5,6,6a-hexahydro-1H-cyclopenta[c]pyrrole-2-carboxylate